CC1(N(CCC(C1)S(=O)(=O)N)S(=O)(=O)N)C (E)-dimethylpiperidine-1,4-disulfonamide